tert-Butyl ((1-iodo-9H-xanthen-9-yl)methyl)carbamate IC1=CC=CC=2OC3=CC=CC=C3C(C12)CNC(OC(C)(C)C)=O